3-(6-((diethoxyphosphoryl)methyl)-1,2,4,5-tetrazin-3-yl)propanoic acid C(C)OP(=O)(OCC)CC1=NN=C(N=N1)CCC(=O)O